C1(CCC1)C1=CC(=C(C(=O)N2CCC(CC2)(F)C2=C(C#N)C=CC=C2)C=C1C1=CN=C(N1)CCOC)C (1-(4-cyclobutyl-5-(2-(2-methoxyethyl)-1H-imidazol-5-yl)-2-methylbenzoyl)-4-fluoropiperidin-4-yl)benzonitrile